ClC1=C(C=CC(=C1)C(F)(F)F)NC(=O)C1(CCC1)N1N=CC(=C1)C1CCN(CC1)CC1(CNC1)F N-(2-chloro-4-(trifluoromethyl)phenyl)-1-(4-(1-((3-fluoroazetidin-3-yl)methyl)piperidine-4-yl)-1H-pyrazol-1-yl)cyclobutane-1-carboxamide